OC1=C(C=CC=C1)C1=CC(=CN=N1)N1CCC(CC1)(C(=O)N1CCC(CC1)CN1CC2(CC1)CCN(CC2)C2=CC=C(C=C2)[C@@H]2C(NC(CC2)=O)=O)C2=CC=CC=C2 |r| RAC-(3R)-3-(4-{2-[(1-{1-[6-(2-HYDROXYPHENYL)PYRIDAZIN-4-YL]-4-PHENYLPIPERIDINE-4-CARBONYL}PIPERIDIN-4-YL)METHYL]-2,8-DIAZASPIRO[4.5]DECAN-8-YL}PHENYL)PIPERIDINE-2,6-DIONE